BrCCN1CCC(CC1)C(=O)OCC ethyl 1-(2-bromoethyl)piperidine-4-carboxylate